COC1=NC=CC(=C1)C1CN(C1)[C@@H]1[C@H](CCCC1)OC=1C=C2CN(C(C2=CC1)=O)C1C(NC(CC1)=O)=O 3-(5-(((1S,2S)-2-(3-(2-meth-oxypyridin-4-yl)azetidin-1-yl)cyclohexyl)oxy)-1-oxoisoindolin-2-yl)piperidine-2,6-dione